5-((2'-(3-(4-Chlorophenyl)azetidin-1-yl)-[2,4'-bipyrimidin]-4-yl)ethynyl)-1H-indazole ClC1=CC=C(C=C1)C1CN(C1)C1=NC=CC(=N1)C1=NC=CC(=N1)C#CC=1C=C2C=NNC2=CC1